(S)-1-(6-(4-(5-(3,5-difluorophenyl)-4,5-dihydro-1H-pyrazole-1-carbonyl)piperazin-1-yl)pyrimidin-4-yl)-3,5-dimethyl-1H-pyrazole-4-carboxamide FC=1C=C(C=C(C1)F)[C@@H]1CC=NN1C(=O)N1CCN(CC1)C1=CC(=NC=N1)N1N=C(C(=C1C)C(=O)N)C